C1(=CC=CC=C1)N1C(=NC2=C1C=CC(=C2)C2=CC=C(C=C2)NC(=O)NCCN2CCCC2)C(F)(F)F 1-(4-(1-phenyl-2-(trifluoromethyl)-1H-benzoimidazol-5-yl)phenyl)-3-(2-(pyrrolidin-1-yl)ethyl)urea